4-(3-Chloro-2-fluoro-6-methoxyphenyl)-N-(4-(3-hydroxypropyl)-5-oxo-4,5-dihydro-1,3,4-thiadiazol-2-yl)-6-methylnicotinamide ClC=1C(=C(C(=CC1)OC)C1=CC(=NC=C1C(=O)NC=1SC(N(N1)CCCO)=O)C)F